CC1([C@H]2CN([C@@H]([C@@H]12)C(=O)O)C(=O)C=1SC=C(N1)C(F)(F)F)C (1R,2S,5S)-6,6-dimethyl-3-[4-(trifluoromethyl)thiazole-2-carbonyl]-3-azabicyclo[3.1.0]hexane-2-carboxylic acid